4-(5-chloro-2-(4-fluoro-2-methylphenoxy)-4-(trifluoromethyl)-benzamido)pyridine ClC=1C(=CC(=C(C(=O)NC2=CC=NC=C2)C1)OC1=C(C=C(C=C1)F)C)C(F)(F)F